COC=1C=C(C=CC1OC)C=1C(=NN2C1N=C(N=C2NCC2=CC=C(C=C2)S(=O)(=O)NC(CC)=O)C)C N-[4-[[[8-(3,4-Dimethoxyphenyl)-2,7-dimethyl-pyrazolo[1,5-a][1,3,5]triazin-4-yl]amino]methyl]phenyl]sulfonylpropanamid